NC([C@H](CC1=CC=CC=C1)NC(=O)C(CC(=O)OC)=C)=O Methyl (S)-3-((1-amino-1-oxo-3-phenylpropan-2-yl)carbamoyl)but-3-enoate